1-(4-chlorobenzyl)-3,3-dimethyl-2-oxocyclopentanecarboxylic acid methyl ester COC(=O)C1(C(C(CC1)(C)C)=O)CC1=CC=C(C=C1)Cl